[C@@H]12[C@H](C[C@@H](CC1)N2)NS(=O)(=O)C2=C(C=C(C=C2)[N+](=O)[O-])[N+](=O)[O-] |o1:0,1,3| N-((1S,2S,4R)-rel-7-azabicyclo[2.2.1]hept-2-yl)-2,4-dinitrobenzenesulfonamide